2-[1-[2-[(3R,4R)-3,4-Difluoropyrrolidin-1-yl]-6-methyl-4-oxo-chromen-8-yl]ethylamino]benzoic acid F[C@@H]1CN(C[C@H]1F)C=1OC2=C(C=C(C=C2C(C1)=O)C)C(C)NC1=C(C(=O)O)C=CC=C1